(2-(ethoxycarbonyl)thiazol-4-yl)boronic acid C(C)OC(=O)C=1SC=C(N1)B(O)O